C(CCCC)C(=O)CCCCCCCCCCCCCCCCCCCC n-eicosyl amyl ketone